1-(4-fluoro-2-isopropylphenyl)-3-(2-methyl-6-oxo-1,6-dihydropyridin-3-yl)-4-oxo-1,2,3,4-tetrahydroquinazoline-7-carbonitrile FC1=CC(=C(C=C1)N1CN(C(C2=CC=C(C=C12)C#N)=O)C1=C(NC(C=C1)=O)C)C(C)C